C(C1=CC=CC=C1)=CC(C)=O Benzalaceton